1-(2-(((3r,5s)-5-methylpyrrolidin-3-yl)oxy)-5,7-dihydro-6H-pyrrolo[3,4-b]pyridin-6-yl)ethan-1-one hydrochloride Cl.C[C@H]1C[C@H](CN1)OC1=CC=C2C(=N1)CN(C2)C(C)=O